((1R,5S,6r)-3-(3-(4-chloro-2-methyl-2H-indazol-5-yl)-1H-pyrazolo[3,4-b]pyrazin-6-yl)-6-(2-methylthiazol-4-yl)-3-azabicyclo[3.1.0]hexan-6-yl)methanamine ClC=1C2=CN(N=C2C=CC1C1=NNC2=NC(=CN=C21)N2C[C@H]1C([C@H]1C2)(C=2N=C(SC2)C)CN)C